NC1=C(C=C(C(=C1)Cl)Cl)S(=O)(=O)O 2-amino-4,5-dichlorobenzenesulfonic acid